FC1=C(C=CC(=C1)F)[C@H](C)NC(C(CO)N1C(NC2=CC=CC=C2C1=O)=O)=O N-((S)-1-(2,4-difluorophenyl)ethyl)-2-(2,4-dioxo-1,4-dihydroquinazolin-3(2H)-yl)-3-hydroxypropanamide